NCCCCNCCCNC(O)=O (3-((4-aminobutyl)amino)propyl)carbamic acid